cadmium manganese [Mn].[Cd]